3-chloro-10-(2-(1-methylpiperidin-2-yl)ethyl)-10H-phenothiazine ClC=1C=CC=2N(C3=CC=CC=C3SC2C1)CCC1N(CCCC1)C